[Br-].[Br-].C(CCC)N(C1=CC=C(C=CC2=CC=[NH+]C=C2)C=C1)CCCC.C(CCC)N(CCCC)C1=CC=C(C=CC2=CC=[NH+]C=C2)C=C1 4-(4-(Dibutylamino)Styryl)Pyridinium Dibromide